N-[4-chloro-2-methyl-5-[[5-(2,2,2-trifluoroethyl)pyridin-2-yl]carbamoyl]phenyl]-2-methyl-1,3-thiazole-5-carboxamide ClC1=CC(=C(C=C1C(NC1=NC=C(C=C1)CC(F)(F)F)=O)NC(=O)C1=CN=C(S1)C)C